FC=1C=C(C=NC1)CN1N=C(C=CC1=O)C=1C=NC(=NC1)OCC(C)SC 2-((5-fluoropyridin-3-yl)methyl)-6-(2-(2-(methylthio)propoxy)pyrimidin-5-yl)pyridazin-3(2H)-one